3-[4-[4-[(4R)-3,3-difluoro-4-piperidyl]piperazin-1-yl]-3-methyl-2-oxo-imidazo[4,5-c]pyridine-1-yl]piperidine-2,6-dione FC1(CNCC[C@H]1N1CCN(CC1)C1=NC=CC2=C1N(C(N2C2C(NC(CC2)=O)=O)=O)C)F